5-((4-(2-bromophenyl)piperazin-1-yl)methyl)-2-(2,4-dioxotetrahydropyrimidin-1(2H)-yl)isoindoline-1,3-dione BrC1=C(C=CC=C1)N1CCN(CC1)CC=1C=C2C(N(C(C2=CC1)=O)N1C(NC(CC1)=O)=O)=O